3-(diethoxyphosphoryl)-oxy-1,2,3-benzotriazin-4(3H)-one C(C)OP(=O)(OCC)ON1N=NC2=C(C1=O)C=CC=C2